1-(2,3-dihydrobenzo[b][1,4]dioxin-6-yl)-3-(3-(4-fluoro-3-hydroxyphenyl)pyrrolidine-1-yl)propan-1-one O1C2=C(OCC1)C=C(C=C2)C(CCN2CC(CC2)C2=CC(=C(C=C2)F)O)=O